Cl.COC(C[C@@H](C)NC)=O (R)-3-(methylamino)butanoic acid methyl ester hydrochloride